(R)-N-(1-(5-cyano-3-fluoropyridin-2-yl)ethyl)-2-(5-methyl-2,4-dioxo-1,4-dihydropyrido[4,3-d]pyrimidin-3(2H)-yl)acetamide C(#N)C=1C=C(C(=NC1)[C@@H](C)NC(CN1C(NC2=C(C1=O)C(=NC=C2)C)=O)=O)F